2-Cyclohexyl-2'-methyl-1'H-spiro[benzo[d][1,3]oxazine-4,4'-isoquinoline]-1',3'(2'H)-dione C1(CCCCC1)C=1OC2(C(N(C(C3=CC=CC=C23)=O)C)=O)C2=C(N1)C=CC=C2